tert-butyl N-[rac-(1S,2S,4R)-7-[[3-chloro-2-(4-hydroxy-1-piperidyl) phenyl] methyl]-7-azabicyclo[2.2.1]heptan-2-yl]carbamate ClC=1C(=C(C=CC1)CN1[C@@H]2[C@H](C[C@H]1CC2)NC(OC(C)(C)C)=O)N2CCC(CC2)O |r|